4-(3,3-dimethyl-2-oxo-2,3-dihydro-1H-indol-5-yl)-3-methyl-4-oxobutanoic acid CC1(C(NC2=CC=C(C=C12)C(C(CC(=O)O)C)=O)=O)C